P(=O)(OC(C)(C)C)(OC(C)(C)C)OCN1C=C(C=2C1=NC=C(C2)N2CCOCC2)C2=CC(N(C=C2)CC2=CC(=CC(=C2)F)Cl)=O di-tert-butyl (3-(1-(3-chloro-5-fluorobenzyl)-2-oxo-1,2-dihydropyridin-4-yl)-5-morpholino-1H-pyrrolo[2,3-b]pyridin-1-yl)methyl phosphate